C(CCCC)C1=NOC=N1 3-pentyl-1,2,4-oxadiazol